C(C)(C)(C)C1=NN=C(O1)C(=O)N1[C@@H](C2=C(CC1)NC=N2)C2=NN1C(C(=CC=C1)F)=C2 (S)-(5-(tert-butyl)-1,3,4-oxadiazol-2-yl)(4-(4-fluoropyrazolo[1,5-a]pyridin-2-yl)-6,7-dihydro-1H-imidazo[4,5-c]pyridin-5(4H)-yl)methanone